[N+](=O)([O-])OCCCCCC(=O)O[C@H](\C=C\[C@@H]1[C@H]([C@H](C[C@H]1O)O)C\C=C/CCCC(=O)NCC)CCC1=CC=CC=C1 (1s,2e)-3-[(1r,2r,3s,5r)-2-[(2Z)-7-(ethylamino)-7-oxo-2-hepten-1-yl]-3,5-dihydroxycyclopentyl]-1-(2-phenylethyl)-2-propen-1-yl 6-(nitrooxy)-hexanoate